(2S,4S)-4-fluoro-1-[2-[(3S)-3-(5-quinolinylamino)pyrrolidin-1-yl]acetyl]pyrrolidine-2-carbonitrile F[C@H]1C[C@H](N(C1)C(CN1C[C@H](CC1)NC1=C2C=CC=NC2=CC=C1)=O)C#N